2-Phenoxyoctaethyleneglycol acrylat C(C=C)(=O)O.O(C1=CC=CC=C1)C(CO)OCCOCCOCCOCCOCCOCCOCCO